C(=O)O.NC1=NN=C(C2=CC(=CC=C12)C=1C=CC(=C(C1)B(O)O)C(F)(F)F)C [5-(1-AMINO-4-METHYLPHTHALAZIN-6-YL)-2-(TRIFLUOROMETHYL)PHENYL]BORONIC ACID FORMIC ACID SALT